O[C@@H]1C[C@@H](CC[C@]1(C(F)(F)F)O)C1CC12N(CCC(C2)C(=O)N)C(=O)C2=NNC(=C2)C2=CC(=NC=C2F)OC ((1R,3R,4S)-3,4-dihydroxy-4-(trifluoromethyl)cyclohexyl)-4-(5-(5-fluoro-2-methoxypyridin-4-yl)-1H-pyrazole-3-carbonyl)-4-azaspiro[2.5]octane-7-carboxamide